C(=O)=C1NC(CCC1N1C(C2=CC=CC(=C2C1=O)F)=O)=C=O 2-(2,6-dicarbonylpiperidin-3-yl)-4-fluoroisoindoline-1,3-dione